3-((1-(4-nitrophenyl)piperidin-4-yl)methyl)-3,9-diazaspiro[5.5]undecane [N+](=O)([O-])C1=CC=C(C=C1)N1CCC(CC1)CN1CCC2(CC1)CCNCC2